N-(3-bromo-5-methylphenethyl)methanesulfonamide tert-Butyl-[(1r,4r)-4-(aminomethyl)cyclohexyl]methylcarbamate C(C)(C)(C)N(C(O)=O)CC1CCC(CC1)CN.BrC=1C=C(CCNS(=O)(=O)C)C=C(C1)C